(S)-N-((S)-1-(2-(6-fluoro-1H-indole-3-carbonyl)thiazol-4-yl)propyl)-2-methylpropane-2-sulfinamide FC1=CC=C2C(=CNC2=C1)C(=O)C=1SC=C(N1)[C@H](CC)N[S@@](=O)C(C)(C)C